OC1=CC=C(C=C1)C[SH+]CC(=O)C1=CC=CC=C1 4-hydroxyphenylmethylphenacylsulfonium